OC1=C(C=C(C=C1C(C)(C)C)C(C(=O)O)C1=CC(=C(C(=C1)C(C)(C)C)O)C(C)(C)C)C(C)(C)C bis(4'-hydroxy-3',5'-di-tert-butyl-phenyl)acetic acid